CC1CC(CC(C1)C)C(COC)(COC)CCC(C)C 2-(3,5-dimethylcyclohexyl)-2-isopentyl-1,3-dimethoxypropane